(E)-bis(4-((7-chloro-2,3,4,5-tetrahydro-5-carbonyl-1H-1-benzazepin-1-yl)carbonyl)-3-methylphenyl)oxamide ClC=1C=CC2=C(C(CCCN2C(=O)C2=C(C=C(C=C2)NC(C(NC2=CC(=C(C=C2)C(=O)N2CCCC(C3=C2C=CC(=C3)Cl)=C=O)C)=O)=O)C)=C=O)C1